1-(3-chloro-4-methoxybenzyl)-3-(1-ethyl-5-(4-(morpholinylmethyl)-1H-1,2,3-triazol-1-yl)-1H-indol-3-yl)urea ClC=1C=C(CNC(=O)NC2=CN(C3=CC=C(C=C23)N2N=NC(=C2)CN2CCOCC2)CC)C=CC1OC